O=C1NC(CCC1C1=CC=C(C=C1)C1CCN(CC1)CCCN1CCC(CC1)N1CCN(CC1)C=1C=C2C(N(C(C2=CC1)=O)[C@H](CS(=O)(=O)C)C1=CC(=C(C=C1)OC)OCC)=O)=O 5-(4-(1-(3-(4-(4-(2,6-dioxopiperidin-3-yl)phenyl)piperidin-1-yl)propyl)piperidin-4-yl)piperazin-1-yl)-2-((S)-1-(3-ethoxy-4-methoxyphenyl)-2-(methylsulfonyl)ethyl)isoindoline-1,3-dione